COC(NC=1NC2=C(N1)C=CC(=C2)[N+](=O)[O-])=O 5-nitrobenzoimidazole-2-carbamic acid methyl ester